C(C)(C)(C)N(C(NCCC=C(C(=O)O)C)=O)CCN(C(NCCC=C(C(=O)O)C)=O)C(C)(C)C.CO[C@H]1[C@@H](O[C@@H]([C@H]1O)CO)N1C(=O)NC(=O)C=C1 O-methyl-uridine 5,8-di-tert-butyl-4,9-dioxo-3,5,8,10-tetraazadodecane-1,12-diyl-bis(2-methylacrylate)